C(CCCCCCCC)C([C@@]([C@@]1(C(=C(C(=O)O1)O)[O-])CCCCCCCCC)(O)CCCCCCCCC)(O)CCCCCCCCC tetra-nonyl-ascorbate